N-((3-(7-bromo-3-(2,2,2-trifluoroethyl)benzo[b]thiophen-2-yl)-1,2,4-oxadiazol-5-yl)methyl)-1-(tert-butyl)-1H-pyrazole-4-carboxamide BrC1=CC=CC2=C1SC(=C2CC(F)(F)F)C2=NOC(=N2)CNC(=O)C=2C=NN(C2)C(C)(C)C